5-(1-chloroethyl)-2-(2,4-difluorophenyl)tetrazole ClC(C)C=1N=NN(N1)C1=C(C=C(C=C1)F)F